2-((2-fluoro-4-(trifluoromethyl)phenyl)carbamoyl)-6-(3-(3-hydroxy-3-methylbut-1-yn-1-yl)-4-(trifluoromethyl)phenyl)cyclohexane-1-carboxylic acid FC1=C(C=CC(=C1)C(F)(F)F)NC(=O)C1C(C(CCC1)C1=CC(=C(C=C1)C(F)(F)F)C#CC(C)(C)O)C(=O)O